C1(=CC=CC=C1)C1=NOCC1 3-phenyl-4,5-dihydro-isoxazole